C(CCCCCCCC)C1=C(C=CC=C1)S(=O)(=O)O nonanyl-benzenesulfonic acid